1-(bromomethyl-d2)-3,5-difluorobenzene BrC(C1=CC(=CC(=C1)F)F)([2H])[2H]